ClC1=CC=C2C(=C(NC2=C1Cl)C(=O)NNC(C(F)(F)F)=O)C=1C=NN(C1)C1OCCCC1 6,7-Dichloro-3-(1-tetrahydropyran-2-ylpyrazol-4-yl)-N'-(2,2,2-trifluoroacetyl)-1H-indole-2-carbohydrazide